Ethyl 10-methylphenanthrene-9-carboxylate CC1=C(C2=CC=CC=C2C=2C=CC=CC12)C(=O)OCC